O1C(CCCC1)N1N=CC(=C1)C1=NC(=CC(=C1)SCC(=O)OC)C(F)(F)F methyl 2-((2-(1-(tetrahydro-2H-pyran-2-yl)-1H-pyrazol-4-yl)-6-(trifluoromethyl)pyridin-4-yl)thio)acetate